2,6-diazaspiro[3.4]octane-8-carboxylic acid C1NCC12CNCC2C(=O)O